potassium tertbutoxide CC(C)(C)[O-].[K+]